N-Isopropylpentanamide C(C)(C)NC(CCCC)=O